2-methyltetrahydropyrrole-1-carboxylic acid tert-butyl ester C(C)(C)(C)OC(=O)N1C(CCC1)C